N-((R)-6-chlorochroman-3-yl)-6-(trifluoromethyl)-5,6,7,8-tetrahydroimidazo[1,2-a]pyridine-2-carboxamide ClC=1C=C2C[C@H](COC2=CC1)NC(=O)C=1N=C2N(CC(CC2)C(F)(F)F)C1